FC1=C(C(=C(C=C1OC)OC)F)N1C(N(C2=C(C1)C=NC1=C2C=C(N1)C(=O)N(C)C)C)=O 3-(2,6-Difluoro-3,5-dimethoxyphenyl)-N,N,1-trimethyl-2-oxo-2,3,4,7-tetrahydro-1H-pyrrolo[3',2':5,6]pyrido[4,3-d]pyrimidine-8-carboxamide